4-[(6R)-2,2-Difluoro-7-[(5-methoxy-7-methyl-1H-indol-4-yl)methyl]-7-azaspiro[3.5]nonan-6-yl]-3-(isopropylamino)benzoic acid FC1(CC2(C1)C[C@@H](N(CC2)CC2=C1C=CNC1=C(C=C2OC)C)C2=C(C=C(C(=O)O)C=C2)NC(C)C)F